(R)-3-[2-[3-[4-Amino-8-(3,3,3-trifluoropropoxy)pyrido[3,2-d]pyrimidin-6-yl]phenyl]ethynyl]-3-hydroxy-1-methyl-pyrrolidin-2-one NC=1C2=C(N=CN1)C(=CC(=N2)C=2C=C(C=CC2)C#C[C@]2(C(N(CC2)C)=O)O)OCCC(F)(F)F